FC(C1(CC1)N1C=C(C(=CC1=O)NC1CCN(CC1)C)C(=O)O)F 1-(1-(difluoromethyl)cyclopropyl)-4-((1-methylpiperidin-4-yl)amino)-6-oxo-1,6-dihydropyridine-3-carboxylic acid